COC(=O)C12CC(CC(N1)C2)C Cis-3-methyl-6-azabicyclo[3.1.1]heptane-1-carboxylic acid methyl ester